Ethyl carbazolate C1(=CC=CC=2C3=CC=CC=C3NC12)C(=O)OCC